CC1(OC2=CC(=C3C(=C2C2=C1C=CC(=C2)C)OC(OC3=O)(C3=CC=CC=C3)C3=CC=CC=C3)CCCCC)C 8,8,11-trimethyl-5-pentyl-2,2-diphenyl-4H,8H-benzo[c][1,3]dioxino[4,5-f]chromen-4-one